(5-chloro-2-methyl-3-(3-methylbenzyl)phenyl)-N-ethyl-N-methylformimidamide ClC=1C=C(C(=C(C1)C(N(C)CC)=N)C)CC1=CC(=CC=C1)C